(R)-1-Boc-3-Hydroxymethylpiperazine C(=O)(OC(C)(C)C)N1C[C@@H](NCC1)CO